C(C)(C)(C)OC(=O)N1C[C@@H](CCC1)NC=1N=NC(=CN1)C1=C(C=C(C=C1C)C)OCOCC (R)-3-((6-(2-(ethoxymethoxy)-4,6-dimethylphenyl)-1,2,4-triazin-3-yl)amino)piperidine-1-carboxylic acid tert-butyl ester